ClC=1C=C(C=C(C1OC=1C=C2CCN(C(C2=CC1)=O)CC1CCOCC1)Cl)N1N=C(C(NC1=O)=O)C(=O)O 2-(3,5-Dichloro-4-((1-oxo-2-((tetrahydro-2H-pyran-4-yl)methyl)-1,2,3,4-Tetrahydroisoquinolin-6-yl)oxy)phenyl)-3,5-Dioxo-2,3,4,5-tetrahydro-1,2,4-triazine-6-carboxylic acid